C[C@H]1[C@H]([C@H]([C@@H]([C@@H](O1)O[C@@H]2[C@H]([C@H]([C@H](O[C@H]2O[C@@H]3[C@H](OC([C@@H]([C@H]3O)NC(=O)C)O)CO)CO)O)O[C@@H]4[C@@H]([C@H]([C@H]([C@H](O4)CO)O)O[C@H]5[C@@H]([C@H]([C@H]([C@H](O5)CO)O)O)O)NC(=O)C)O)O)O The molecule is an amino pentasaccharide comprised of a tetrasaccharide chain of beta-D-galactosyl, N-acetyl-alpha-D-galactosaminyl, beta-D-galactosyl and N-acetyl-D-glucosaminyl residues linked sequentially (1->3), (1->3) and (1->4), with an alpha-L-fucosyl residue linked (1->2) to the galactosyl residue proximal to the reducing-end glucosaminyl residue. It has a role as an epitope. It is an amino pentasaccharide, a galactosamine oligosaccharide and a glucosamine oligosaccharide.